5-bromo-N-[4-[[7-morpholino-3-(2-trimethylsilylethoxymethoxy)-1,6-naphthyridin-5-yl]oxy]cyclohexyl]pyrimidin-2-amine BrC=1C=NC(=NC1)NC1CCC(CC1)OC1=C2C=C(C=NC2=CC(=N1)N1CCOCC1)OCOCC[Si](C)(C)C